(S)-4-(5-(5-fluoro-2-methoxypyridin-4-yl)-1H-pyrazole-3-carbonyl)-N-((4-hydroxybicyclo[2.2.2]octan-1-yl)methyl)-4-azaspiro[2.5]octane-7-carboxamide FC=1C(=CC(=NC1)OC)C1=CC(=NN1)C(=O)N1C2(CC2)C[C@H](CC1)C(=O)NCC12CCC(CC1)(CC2)O